C(#N)C1=CC=C2C=NC(=NC2=C1OC(C)C)NC1=CC(=NC(=C1)C(F)(F)F)CS(=O)C 7-cyano-8-isopropoxy-N-(2-((methylsulfinyl)methyl)-6-(trifluoromethyl)pyridin-4-yl)quinazolin-2-amine